NC(C([C@H](CC1=CC=CC=C1)NC(C1=C(C=CC=C1Cl)Cl)=O)=O)=O (S)-N-(4-amino-3,4-dioxo-1-phenylbutan-2-yl)-2,6-dichlorobenzamide